(2R)-N-[2-(1-benzylpiperidin-4-yl)ethyl]-4-(3-methoxypyridin-2-yl)-2-methylpiperazine-1-carboxamide C(C1=CC=CC=C1)N1CCC(CC1)CCNC(=O)N1[C@@H](CN(CC1)C1=NC=CC=C1OC)C